3-methyl-5-isobutyl-2-cyclohexenone CC1=CC(CC(C1)CC(C)C)=O